N-[3-(difluoromethyl)-1-(4-formyl-cyclohexyl)pyrazol-4-yl]-5-[(1R)-2-oxa-5-azabicyclo[2.2.1]heptan-5-yl]pyrazolo[1,5-a]pyrimidine-3-carboxamide FC(C1=NN(C=C1NC(=O)C=1C=NN2C1N=C(C=C2)N2C1CO[C@@H](C2)C1)C1CCC(CC1)C=O)F